CC(=O)N[C@@H]1[C@H]([C@@H]([C@H](O[C@@H]1O[C@H]2[C@@H]([C@H]([C@@H]([C@H]([C@H]2O)OP(=O)([O-])[O-])O)O)O)CO)O)O The molecule is dianion of 1D-myo-inositol 2-acetamido-2-deoxy-alpha-D-glucopyranoside 3-phosphate arising from deptonation of both OH groups of the phosphate. It is a conjugate base of a 1D-myo-inositol 2-acetamido-2-deoxy-alpha-D-glucopyranoside 3-phosphate.